FC1(C(N(C2=C(N(C1)C(C)C)N=C(N=C2)NC2=C(C=C(C(=O)ON1N=NC=3C1=NC=CC3)C=C2)OC)C)=O)F 3H-[1,2,3]triazolo[4,5-b]pyridin-3-yl 4-((7,7-difluoro-9-isopropyl-5-methyl-6-oxo-6,7,8,9-tetrahydro-5H-pyrimido[4,5-b][1,4]diazepin-2-yl)amino)-3-methoxybenzoate